O=C1N(CCC(N1)=O)C1=NN(C2=CC(=C(C=C12)F)N1CCC(CC1)CC(=O)O)C [1-[3-(2,4-dioxohexahydropyrimidin-1-yl)-5-fluoro-1-methyl-indazol-6-yl]-4-piperidyl]acetic acid